Cl.C[C@@H]1CN(C[C@@H](N1)C)C(C)=O 1-((3R,5S)-3,5-dimethylpiperazin-1-yl)ethan-1-one hydrochloride